CN(CCOCCCOC1=C2C(=NC(=C1)C1=CN(C3=CN=C(C=C31)NC(C)=O)C)C3(OCC2)COCC3)C N-(3-(4'-(3-(2-(Dimethylamino)Ethoxy)Propoxy)-4,5,5',6'-Tetrahydro-2H-Spiro[Furan-3,8'-Pyrano[3,4-b]Pyridin]-2'-yl)-1-Methyl-1H-Pyrrolo[2,3-c]Pyridin-5-yl)Acetamide